1,3-ditetradecyl-(methylcyclohexane) C(CCCCCCCCCCCCC)C1(CC(CCC1)CCCCCCCCCCCCCC)C